[Cl-].FC1=C(OC(=O)C=2C(=NC=CC2)[NH3+])C(=C(C=C1F)F)F (2,3,5,6-tetrafluorophenoxy)-carbonyl-pyridine-2-aminium chloride